1-((6-Chlorohex-1-en-2-yl)oxy)-4-methylpyridin ClCCCCC(=C)ON1CC=C(C=C1)C